4-(3-Chloroanilino)-2'-[(2S)-2-{[(pyridin-3-yl)oxy]methyl}butyl]-2',3'-dihydrospiro[cyclohexane-1,1'-indene]-4-carboxylic acid ClC=1C=C(NC2(CCC3(C(CC4=CC=CC=C34)C[C@H](CC)COC=3C=NC=CC3)CC2)C(=O)O)C=CC1